C(C)(C)(C)C1=CC=C(C=C1)C1=C2C(=NNC2=CC=C1)NCCCC=1N=CN(C1)C(C1=CC=CC=C1)(C1=CC=CC=C1)C1=CC=CC=C1 4-(4-(tert-butyl)phenyl)-N-(3-(1-trityl-1H-imidazol-4-yl)propyl)-1H-indazol-3-amine